NC1=NN(C=C1)CCCO 3-(3-aminopyrazol-1-yl)propan-1-ol